N-(3-tert-Butylphenyl)-2-(2,2-dimethylpropyl)nicotinamide C(C)(C)(C)C=1C=C(C=CC1)NC(C1=C(N=CC=C1)CC(C)(C)C)=O